1,3,5-tris(4-tert-butylphenyl)-4H-1,2,4-triazole C(C)(C)(C)C1=CC=C(C=C1)N1N=C(NC1C1=CC=C(C=C1)C(C)(C)C)C1=CC=C(C=C1)C(C)(C)C